O=C1NC(CCC1N1C(C2=CC=CC(=C2C1=O)NCC(=O)N1CCN(CC1)C=1C(=CC2=C(C(C=3NC4=CC(=CC=C4C3C2=O)C#N)(C)C)C1)CC)=O)=O 8-(4-((2-(2,6-dioxopiperidin-3-yl)-1,3-dioxoisoindolin-4-yl)glycyl)piperazin-1-yl)-9-ethyl-6,6-dimethyl-11-oxo-6,11-dihydro-5H-benzo[b]carbazole-3-carbonitrile